C(C)(=O)N1CC(CC1)OC1=C(C=C(CN2C(N(C3=CC=C(C=C3C2=O)OC(CF)CF)C2CCN(CC2)C=O)=O)C=C1)OC 4-[3-{4-[(1-acetylpyrrolidin-3-yl)oxy]-3-methoxybenzyl}-6-[2-fluoro-1-(fluoromethyl)ethoxy]-2,4-dioxo-3,4-dihydroquinazolin-1(2H)-yl]piperidine-1-carbaldehyde